(1R,2R,3S,4R,5S)-4-(7-((2,2-difluoroethyl)amino)-5-methyl-3H-imidazo[4,5-b]Pyridin-3-yl)bicyclo[3.1.0]Hexane-2,3-diol FC(CNC1=C2C(=NC(=C1)C)N(C=N2)[C@H]2[C@@H]([C@@H]([C@@H]1C[C@H]21)O)O)F